4-bromo-1-chloro-2-fluorobenzene BrC1=CC(=C(C=C1)Cl)F